NC1=C2C=NC(=NC2=CC(=C1F)C1=C(C2=C(OCCN2)N=C1)C)NC1=CC=C(C=C1)C1(CCCC1)C(=O)NC 1-(4-((5-amino-6-fluoro-7-(8-methyl-2,3-dihydro-1H-pyrido[2,3-b][1,4]oxazin-7-yl)quinazolin-2-yl)amino)phenyl)-N-methylcyclopentane-1-carboxamide